(4-((2H-tetrazol-2-yl)methyl)phenyl)-2-(3,3-difluorocyclopentyl)acetic acid N=1N(N=NC1)CC1=CC=C(C=C1)C(C(=O)O)C1CC(CC1)(F)F